6-fluoro-2-methoxy-4-(trifluoromethyl)benzoic acid FC1=CC(=CC(=C1C(=O)O)OC)C(F)(F)F